C(C=C)(=O)N1[C@@H](C=2NC3=CC=CC=C3C2C[C@H]1C(=O)OC)C1=CC2=C(OCO2)C=C1 methyl (1R,3S)-2-acryloyl-1-(benzo[d][1,3]dioxol-5-yl)-2,3,4,9-tetrahydro-1H-pyrido[3,4-b]indole-3-carboxylate